C(C1=CC=CC=C1)OC=1C=C(C=CC1OC)C=1C(=C(C(=NC1)N1CCC(CC1)NC(OCCCC)=O)C#N)C1=CC(=C(C=C1)C#N)F butyl (1-(5-(3-(benzyloxy)-4-methoxyphenyl)-3-cyano-4-(4-cyano-3-fluorophenyl)pyridin-2-yl)piperidin-4-yl)carbamate